C(#N)C1=CC=C(C=N1)C(=O)NC=1C(=NN(C1)C1CC1)C(F)(F)F 6-cyano-N-[1-cyclopropyl-3-(trifluoromethyl)-1H-pyrazol-4-yl]pyridine-3-carboxamide